BrCCC=1C=C(C(=CC1)O)O 4-(2-bromoethyl)benzene-1,2-diol